7-(methylamino)-5-((2-oxo-2H-[1,2'-bipyridin]-3-yl)amino)-pyrazolo[1,5-a]pyrimidine-3-carboxamide CNC1=CC(=NC=2N1N=CC2C(=O)N)NC=2C(N(C=CC2)C2=NC=CC=C2)=O